FC(C1=CC=C(C=N1)S(=O)(N)=NC(NC1=C2CCCC2=CC=2CCCC12)=O)F 6-(Difluoromethyl)-N'-((1,2,3,5,6,7-hexahydro-s-indacen-4-yl)carbamoyl)pyridine-3-sulfonimidamide